(6-(4-(2-(1,3-dioxolan-2-yl)ethyl)phenyl)-4,7-dichloro-2H-indazol-2-yl)-2-((R)-6-fluoro-6,7-dihydro-5H-pyrrolo[1,2-c]imidazol-1-yl)-N-(thiazol-2-yl)acetamide O1C(OCC1)CCC1=CC=C(C=C1)C=1C=C(C2=CN(N=C2C1Cl)C(C(=O)NC=1SC=CN1)C1=C2N(C=N1)C[C@@H](C2)F)Cl